CC1=C(C=C(C=C1)NC1=NC=CC(=N1)N(C1=CC=C2C(=NNC2=C1)C)C)S(=O)(=O)N 2-methyl-5-({4-[methyl-(3-methyl-1H-indazol-6-yl)amino]-2-pyrimidinyl}amino)benzenesulfonamide